methyl 5-bromo-1-(2-(dimethylamino)-2-oxoethyl)-2-oxo-1,2-dihydropyridine-4-carboxylate BrC=1C(=CC(N(C1)CC(=O)N(C)C)=O)C(=O)OC